F.[NH4+] ammonium hydrogenfluoride